vinyl-diglycolic acid anhydride C(=C)C1C(=O)OC(CO1)=O